C1(CCCC1)N1[C@@H](C(N(C=2C=NC(=NC12)NC1=C(C=C(C(=O)NCC2CCNCC2)C=C1)OC)C)=O)CC 4-[[(7R)-8-cyclopentyl-7-ethyl-5-methyl-6-oxo-7H-pteridin-2-yl]amino]-3-methoxy-N-(4-piperidylmethyl)benzamide